N-(5-cyanopyridin-3-yl)-N-({5-[5-(trifluoromethyl)-1,3,4-oxadiazol-2-yl]-1,3-thiazol-2-yl}methyl)ethane-1-sulfonamide C(#N)C=1C=C(C=NC1)N(S(=O)(=O)CC)CC=1SC(=CN1)C=1OC(=NN1)C(F)(F)F